NC1=NC=CC(=C1)C=1C=C2C(=NNC2=C(C1)C1=CC=C(C=C1)CCN1CCOCC1)N 5-(2-aminopyridin-4-yl)-7-(4-(2-morpholinoethyl)phenyl)-1H-indazol-3-amine